C1(CC1)C(C)NC 1-cyclopropyl-N-methylethan-1-amine